FC1=CC=C(C=C1)N1C(=C(C2=C1C=C1C=NNC1=C2)C2=CC=C(C(=O)O)C=C2)C(C)(C)O 4-[5-(4-fluorophenyl)-6-(1-hydroxy-1-methyl-ethyl)-1H-pyrrolo[2,3-f]indazol-7-yl]benzoic acid